4-(2-Cyclopropylethoxy)-11-oxo-7-(thiazol-2-yl)-2,6,7,11-tetrahydro-1H-furo[2,3-h]pyrido[2,1-a]phthalazine-10-carboxylic Acid C1(CC1)CCOC1=CC=2CN(N3C(C2C2=C1OCC2)=CC(C(=C3)C(=O)O)=O)C=3SC=CN3